2-[2-(2-aminoethoxy)-ethoxy]-ethanol NCCOCCOCCO